N-(2-((1S,4S)-4-hydroxy-4-((piperidin-4-ylmethoxy)methyl)cyclohexyl)-6-methoxy-2H-indol-5-yl)-6-(trifluoromethyl)pyridinecarboxamide OC1(CCC(CC1)C1N=C2C=C(C(=CC2=C1)NC(=O)C1=NC(=CC=C1)C(F)(F)F)OC)COCC1CCNCC1